3-methyl-1-(oxetan-2-yl)indazole-6-carboxylic acid CC1=NN(C2=CC(=CC=C12)C(=O)O)C1OCC1